N-ethyl-N-(trifluoro-$l{4}-sulfanyl)ethanamine C(C)N(CC)S(F)(F)F